tert-butyl ((2S,3R)-3-(cyclohexylmethoxy)-1-oxo-1-(piperidin-1-yl) butan-2-yl)carbamate C1(CCCCC1)CO[C@@H]([C@@H](C(N1CCCCC1)=O)NC(OC(C)(C)C)=O)C